CC1=C(C=CC(=C1C)O)C(C)(CC(C)C)C1=C(C(=C(C=C1)O)C)C 2,2-bis(2,3-dimethyl-4-hydroxyphenyl)-4-methylpentane